1-[(2-ethylphenyl)carbamothioyl]-3-[4-[4-[1-[4-(trifluoromethoxy)phenyl]-1H-1,2,4-triazol-3-yl]phenyl]butyl]urea C(C)C1=C(C=CC=C1)NC(=S)NC(=O)NCCCCC1=CC=C(C=C1)C1=NN(C=N1)C1=CC=C(C=C1)OC(F)(F)F